(3S,5S,8S,10S,13R,14S,17R)-3-ethyl-17-((R)-5-hydroxy-5-methylhexan-2-yl)-10,13-dimethyl-2,3,4,5,6,7,8,10,12,13,14,15,16,17-tetradecahydro-1H-cyclopenta[a]phenanthren-3-ol C(C)[C@@]1(CC[C@@]2(C3=CC[C@@]4([C@H](CC[C@H]4[C@@H]3CC[C@H]2C1)[C@H](C)CCC(C)(C)O)C)C)O